N,N-dimethyl-2,3'-bipyridin-6'-amine CN(C1=CC=C(C=N1)C1=NC=CC=C1)C